4-hydroxypiperidine-1-carboxylic acid phenylmethyl ester C1(=CC=CC=C1)COC(=O)N1CCC(CC1)O